1-(2-cyanoacetyl)-4-(m-tolyl)pyrrolidine-3-carboxylic acid C(#N)CC(=O)N1CC(C(C1)C=1C=C(C=CC1)C)C(=O)O